8-acetyl-6-methyl-2-(2-methylindazol-5-yl)chromen-4-one tert-butyl-N-(2-aminoethyl)carbamate C(C)(C)(C)OC(NCCN)=O.C(C)(=O)C=1C=C(C=C2C(C=C(OC12)C1=CC2=CN(N=C2C=C1)C)=O)C